3,5,3,4-Tetrahydroxystilbene OC1(CC(=CC(=C1O)O)C=CC1=CC=CC=C1)O